N1=CC=C(C=C1)C=1C2=CC=C(N2)C(=C2C=CC(C(=C3C=CC(=C(C=4C=CC1N4)C4=CC=NC=C4)N3)C3=CC=NC=C3)=N2)C2=CC=NC=C2 5,10,15,20-tetra(4-pyridyl)-porphyrin